C(C1=CC=CC=C1)OC1CC(C1)(O)C=1SC=C(N1)C(F)(F)F (1r,3r)-3-(benzyloxy)-1-(4-(trifluoromethyl)thiazol-2-yl)cyclobutan-1-ol